9-(((2S,3R)-3-ethyl-5-oxopyrrolidin-2-yl)methoxy)tetrazolo[1,5-a]quinoline-4-carboxamide C(C)[C@H]1[C@H](NC(C1)=O)COC=1C=CC=C2C=C(C=3N(C12)N=NN3)C(=O)N